3-[5-benzyloxy-1-(4-fluoro-3-methyl-phenyl)-2-(trifluoromethyl)indol-3-yl]-1-methyl-cyclobutanecarboxylic acid C(C1=CC=CC=C1)OC=1C=C2C(=C(N(C2=CC1)C1=CC(=C(C=C1)F)C)C(F)(F)F)C1CC(C1)(C(=O)O)C